CSC=1N(C(=NN1)CCCO)C1=CC(=CC=C1)C(F)(F)F 3-(5-(methylthio)-4-(3-(trifluoromethyl)phenyl)-4H-1,2,4-triazol-3-yl)propan-1-ol